7-(2,4-dimethyl-1,3-thiazol-5-yl)-N-[(2S)-1-(4-{[5-(3-methyl-1,2-oxazol-5-yl)thiophen-2-yl]sulfonyl}piperazin-1-yl)propan-2-yl]thieno[3,2-d]pyrimidin-4-amine CC=1SC(=C(N1)C)C1=CSC2=C1N=CN=C2N[C@H](CN2CCN(CC2)S(=O)(=O)C=2SC(=CC2)C2=CC(=NO2)C)C